C(CCCCCCCCCC(C)C)=O Isotridecanal